(1R,3S)-3-[3-({[2-(propan-2-ylsulfonyl)phenyl]acetyl}amino)-1H-pyrazol-5-yl]cyclopentyl propylcarbamate C(CC)NC(O[C@H]1C[C@H](CC1)C1=CC(=NN1)NC(CC1=C(C=CC=C1)S(=O)(=O)C(C)C)=O)=O